1,3,5-tri(phenyl-2-benzimidazolyl)benzene C1(=CC=CC=C1)C1=CC=CC=2N=C(NC21)C2=CC(=CC(=C2)C=2NC1=C(N2)C=CC=C1C1=CC=CC=C1)C=1NC2=C(N1)C=CC=C2C2=CC=CC=C2